(2-amino-5-((triisopropylsilyl)ethynyl)quinolin-4-yl)boronic acid NC1=NC2=CC=CC(=C2C(=C1)B(O)O)C#C[Si](C(C)C)(C(C)C)C(C)C